2-[7-[methyl-(3-methyl-1-tetrahydropyran-2-yl-indazol-6-yl)amino]-1-oxo-isoindolin-2-yl]-N-(2,2,2-trifluoroethyl)acetamide CN(C=1C=CC=C2CN(C(C12)=O)CC(=O)NCC(F)(F)F)C1=CC=C2C(=NN(C2=C1)C1OCCCC1)C